O=C1N=C2C=CC(=CC2=C1[C@@H](C)C=1NC=CC1)NC(=O)N 1-{2-oxo-3-[(1r)-1-(1h-pyrrol-2-yl)ethyl]-2h-indol-5-yl}urea